Cl.Cl.Cl.Cl.NCCCC(CCCN)(N)CCCN bis(3-aminopropyl)-1,4-butanediamine tetrahydrochloride